6-cyclopropyl-2-[3-ethylsulfonyl-6-(trifluoromethyl)imidazo[1,2-a]pyridin-2-yl]-3H-pyrrolo[3,4-c]pyridin-1-one C1(CC1)C1=CC2=C(C=N1)CN(C2=O)C=2N=C1N(C=C(C=C1)C(F)(F)F)C2S(=O)(=O)CC